2-[[5-[(S)-ethylsulfinyl]-6-[3-methyl-6-(trifluoromethyl)imidazo[4,5-c]pyridin-2-yl]-3-pyridyl]oxy]-2-methyl-propanenitrile C(C)[S@](=O)C=1C=C(C=NC1C1=NC2=C(C=NC(=C2)C(F)(F)F)N1C)OC(C#N)(C)C